[Cl-].C[N+]1(CCCC1)C N,N-dimethylpyrrolidinium chloride salt